C[C@H]1[C@@H](CNC1)C(=O)O |r| (+-)-trans-4-methylpyrrolidine-3-carboxylic acid